Silicic Acid, Lithium-Magnesium-Sodium Salt [Na+].[Mg+2].[Li+].[Si]([O-])([O-])([O-])[O-]